2-(9-(4-fluorophenyl)-6-oxaspiro[4.5]decan-9-yl)-N-(2-(pyridin-4-yl)benzyl)ethylamine monocitrate C(CC(O)(C(=O)O)CC(=O)O)(=O)O.FC1=CC=C(C=C1)C1(CCOC2(CCCC2)C1)CCNCC1=C(C=CC=C1)C1=CC=NC=C1